(±)-3-amino-1-(3-bromophenyl)-propan-1-ol NCC[C@@H](O)C1=CC(=CC=C1)Br |r|